COC(=O)C1=CC(=C2C(=N1)C=CN2COCC[Si](C)(C)C)C=O 7-formyl-1-((2-(trimethylsilyl)ethoxy)methyl)-1H-pyrrolo[3,2-b]pyridine-5-carboxylic acid methyl ester